[Cl-].[Cl-].C[Si](=[Zr+2](C1C(=C(C(=C1C)C)C)C)C=1C=C(C=2C1SCC2C=2OC(=CC2)C)C)C dimethylsilylene(3-(5-methyl-2-furyl)-4-methyl-cyclopenta[2,3-b]thiophen-6-yl)(2,3,4,5-tetramethylcyclopentadienyl)zirconium dichloride